NC=1C=C(C=CC1)C(C)NO N-[1-(3-amino-phenyl)-ethyl]-hydroxylamine